N1(CCC2=CC=CC=C12)C1CC(CCC1)NS(=O)(=O)C1=CC=C(C=C1)OC(F)(F)F N-(3-(INDOLIN-1-YL)CYCLOHEXYL)-4-(TRIFLUOROMETHOXY)BENZENESULFONAMIDE